C(C)NC(=O)NC=1SC=C(N1)C(C)(C)C1=CC=C(C=C1)OC 1-ethyl-3-(4-(2-(4-methoxyphenyl)propan-2-yl)thiazol-2-yl)urea